FC12CC(C1)(C2)/C=C/CCCCCCCCCCCCCCCCCCCC(=O)O (E)-22-(3-fluorobicyclo[1.1.1]pentan-1-yl)docos-21-enoic acid